ClC=1C=C(C=C(C1OCCOCCO)C#N)C(C)(C)C1=CC=C(C=C1)C=1C=C2C=NC(=NC2=CC1)NS(=O)(=O)C N-[6-[4-[1-[3-chloro-5-cyano-4-[2-(2-hydroxyethoxy)ethoxy]phenyl]-1-methyl-ethyl]phenyl]quinazolin-2-yl]methanesulfonamide